4,4-bis(methoxymethyl)-2,6-dimethylheptane COCC(CC(C)C)(CC(C)C)COC